[I-].C(CCCCC)[P+](C1=CC=CC=C1)(C1=CC=CC=C1)C1=CC=CC=C1 hexyltriphenylphosphonium, iodide salt